C(C=C)(=O)O.N1(CCOCC1)C(C(=O)N)(O)C morpholinyl-lactamide acrylate